C(#C)C12OCC(CC1)(CC2)NC(OC(C)(C)C)=O tert-Butyl (1-ethynyl-2-oxabicyclo[2.2.2]oct-4-yl)carbamate